2-(6-acetylpyridin-2-yl)Propanoic Acid Methyl Ester COC(C(C)C1=NC(=CC=C1)C(C)=O)=O